3-[4-(8-aminooct-1-yn-1-yl)-1-oxo-3H-isoindol-2-yl]piperidine-2,6-dione trifluoro-acetate FC(C(=O)O)(F)F.NCCCCCCC#CC1=C2CN(C(C2=CC=C1)=O)C1C(NC(CC1)=O)=O